ClC1=CC(=NC2=CC(=CC=C12)C(=O)O)C1=CC(=CC=C1)C(F)(F)F 4-chloro-2-(3-(trifluoromethyl)phenyl)quinoline-7-carboxylic acid